CSC(C(=O)N1C(CCCC1)C=1NC=C(N1)C=1C=NN(C1)C(F)(F)F)C 2-(methylthio)-1-(2-(4-(1-(trifluoromethyl)-1H-pyrazol-4-yl)-1H-imidazol-2-yl)piperidin-1-yl)propan-1-one